5-methyl-4-(naphthalen-2-yl)-1H-pyrrole-2-carboxylic acid methyl ester COC(=O)C=1NC(=C(C1)C1=CC2=CC=CC=C2C=C1)C